4,6-dichloro-1-Methyl-1,3-dihydrofuro[3,4-c]pyridine ClC1=NC(=CC2=C1COC2C)Cl